(S)-2-aminopropionamide HCl Cl.N[C@H](C(=O)N)C